2,4-dichloro-6-methoxy-triazine ClN1NC(=CC(=N1)Cl)OC